FC=1C=C(C=C(C1OC1=CC=NC2=CC(=C(C=C12)OC)OC(F)(F)F)F)C1=NC=CC(=C1C(=O)N)OC (3,5-difluoro-4-{[6-methoxy-7-(trifluoromethoxy)quinolin-4-yl]oxy}phenyl)-4-methoxypyridine-3-carboxamide